NC1=CC=C(C=N1)C#CC1=CC=C2CN(C(C2=C1C)=O)[C@@H](C(=O)NC1=NC=CC=C1)C1=C(C=CC(=C1)F)O |r| (2RS)-2-[6-[2-(6-Amino-3-pyridyl)ethynyl]-7-methyl-1-oxo-isoindolin-2-yl]-2-(5-fluoro-2-hydroxy-phenyl)-N-(2-pyridyl)acetamid